2'-fluoro-2'-deoxy-2-aminoadenosine F[C@H]1[C@@H](O[C@@H]([C@H]1O)CO)N1C=NC=2C(N)=NC(=NC12)N